ClC1=CN=CC(=N1)OC(C)C=1N=NC=CC1 3-(1-((6-chloropyrazin-2-yl)oxy)ethyl)pyridazine